C1=CC=NC(=C1)SSCCNC(=O)CN S-(2-Glycylamidoethyl)dithio-2-pyridine